O=C1NC(=CC=C1C(=O)NC1CNCC2=CC=CC=C12)C(F)(F)F 2-oxo-N-(1,2,3,4-tetrahydroisoquinolin-4-yl)-6-(trifluoromethyl)-1,2-dihydropyridine-3-carboxamide